C(CCCCCCCCCCC)(=O)OCCCCC(OC(NCCOCCN(C)C)=O)CCCCOC(CCCCCCCCCCC)=O 2-methyl-9-oxo-11-{4-[(1-oxododecyl) oxy] butyl}-2,8-diaza-5,10-dioxapentadec-15-yl dodecanoate